(S)-N-(4-(5-(2-(4,4-difluoropiperidin-1-yl)-6-methylpyrimidin-4-yl)-1,3,4-oxadiazol-2-yl)-3-(6-azaspiro[2.5]octane-6-yl)phenyl)-1-hydroxypropane-2-sulfonamide FC1(CCN(CC1)C1=NC(=CC(=N1)C1=NN=C(O1)C1=C(C=C(C=C1)NS(=O)(=O)[C@H](CO)C)N1CCC2(CC2)CC1)C)F